2,6-bis(N-ethylmethylamino)-2,4,4,6,8,8-hexamethylcyclotetrasiloxane C(C)N([Si]1(O[Si](O[Si](O[Si](O1)(C)C)(C)N(CC)C)(C)C)C)C